C(C)(C)(C)OC(N[C@@H]1C[C@H](C1)N(C(CN1N=C(C2=CC=CC=C12)C(N)=O)=O)CC(=O)NC1=NC(=CN=C1)Br)=O ((trans)-3-(N-(2-((6-bromopyrazin-2-yl)amino)-2-oxoethyl)-2-(3-carbamoyl-1H-indazol-1-yl)acetamido)cyclobutyl)carbamic acid tert-butyl ester